rac-(4R,5R)-7-ethyl-4-(4-fluorophenyl)-6-oxo-1-phenyl-5-(3-(trifluoromethyl)benzamido)-4,5,6,7-tetrahydro-1H-pyrazolo[3,4-b]pyridine-3-carbonyl azide C(C)N1C2=C([C@H]([C@H](C1=O)NC(C1=CC(=CC=C1)C(F)(F)F)=O)C1=CC=C(C=C1)F)C(=NN2C2=CC=CC=C2)C(=O)N=[N+]=[N-] |r|